C(C)(=O)NC1=C(C(=O)NC=2SC(=CC2)C2=CC=CC=C2)C=CC=C1 acetamido-N-(5-phenylthiophen-2-yl)benzamide